CC1=NSC(=N1)C1=NN=C2N1CCN([C@@H]2C)C=2C=NC=CC2 (R)-3-methyl-5-(8-methyl-7-(pyridin-3-yl)-5,6,7,8-tetrahydro-[1,2,4]triazolo[4,3-a]pyrazin-3-yl)-1,2,4-thiadiazole